IC=1C=C([O-])C=CC1.[Li+] lithium 3-iodophenoxide